O1CC(CC1)C(=O)N1C(CCCC1)C=1NC(=CN1)C1=CC=C(C=C1)C (tetrahydrofuran-3-yl)(2-(5-(p-tolyl)-1H-imidazol-2-yl)piperidin-1-yl)methanone